tert-butyl 4-(5-(1-cyclopropyl-2-oxo-1,2-dihydropyridine-3-carboxamido)-6-(2-hydroxypropan-2-yl)-2H-indazol-2-yl)-[1,4'-bipiperidine]-1'-carboxylate C1(CC1)N1C(C(=CC=C1)C(=O)NC1=CC2=CN(N=C2C=C1C(C)(C)O)C1CCN(CC1)C1CCN(CC1)C(=O)OC(C)(C)C)=O